n-icosanol C(CCCCCCCCCCCCCCCCCCC)O